C(=O)(OC1(CCCCC1)C(C)(C)C)OC(=O)OC1(CCCCC1)C(C)(C)C di(t-butylcyclohexyl) dicarbonate